Benztriazole N1N=NC2=C1C=CC=C2